tert-butyl (2-chloro-7-cyclopentyl-7H-pyrrolo[2,3-d]pyrimidin-6-yl)carbamate ClC=1N=CC2=C(N1)N(C(=C2)NC(OC(C)(C)C)=O)C2CCCC2